(S)-((3-(((3,5-dichloropyridin-4-yl)methyl)thio)-6,7-dihydro-5H-cyclopenta[c]pyridin-1-yl)oxy)methyl 2-amino-3-methylbutanoate formate salt C(=O)O.N[C@H](C(=O)OCOC1=NC(=CC2=C1CCC2)SCC2=C(C=NC=C2Cl)Cl)C(C)C